(1r,4r)-N1-(4-(6-((6-(Difluoromethoxy)pyridin-3-yl)amino)imidazo[1,2-a]pyridin-3-yl)-5-methylpyrimidin-2-yl)cyclohexane-1,4-diamine FC(OC1=CC=C(C=N1)NC=1C=CC=2N(C1)C(=CN2)C2=NC(=NC=C2C)NC2CCC(CC2)N)F